methyl N2-((R)-2-amino-5-(tertbutoxy)-5-oxopentanoyl)-N6-(tert-butoxycarbonyl)-D-lysinate N[C@@H](C(=O)N[C@H](CCCCNC(=O)OC(C)(C)C)C(=O)OC)CCC(=O)OC(C)(C)C